N-(2-chloro-4-cyanobenzyl)-1-(thiophen-3-ylmethyl)piperidine-4-carboxamide ClC1=C(CNC(=O)C2CCN(CC2)CC2=CSC=C2)C=CC(=C1)C#N